(R)-2-((1-(2-cyano-7-methyl-3-(4-(1-methyl-1H-pyrazole-4-carbonyl)-piperazin-1-yl)quinoxalin-5-yl)-ethyl)amino)benzoic acid C(#N)C1=NC2=CC(=CC(=C2N=C1N1CCN(CC1)C(=O)C=1C=NN(C1)C)[C@@H](C)NC1=C(C(=O)O)C=CC=C1)C